BrC=1C=2N(C=CC1)C(=C(N2)C#CCNC2=CC=CC=C2)CC(F)(F)F N-{3-[8-bromo-3-(2,2,2-trifluoroethyl)imidazo[1,2-a]pyridin-2-yl]prop-2-yn-1-yl}aniline